1-(3-amino-4-hydroxyphenyl)cyclohexane-1-carbonitrile NC=1C=C(C=CC1O)C1(CCCCC1)C#N